isononacosyl iodide C(CCCCCCCCCCCCCCCCCCCCCCCCCC(C)C)I